2-methyl-2H,4H-[1,2,3]triazolo[4,5-b]indole-7-carbonitrile CN1N=C2C(NC=3C=CC(=CC23)C#N)=N1